(6R)-17-amino-12-(3,3-dimethylbutyl)-6-hydroxy-6,15-bis(trifluoromethyl)-19-oxa-3,4,12,18-tetrazatricyclo[12.3.1.12,5]nonadeca-1(18),2,4,14,16-pentaen-13-one NC1=CC(=C2C(N(CCCCC[C@@](C3=NN=C(C1=N2)O3)(C(F)(F)F)O)CCC(C)(C)C)=O)C(F)(F)F